N[C@H](C(=O)O)C=S(=O)=O (R)-2-amino-3-sulfonyl-propionic acid